F[C@@H]1[C@@H](C1)C(=O)NC=1SC2=C(N1)C=CC(=C2)C=2C(=NC=NC2)C(F)(F)F (1s,2s)-2-fluoro-N-(6-(4-(trifluoromethyl)pyrimidin-5-yl)benzo[d]thiazol-2-yl)cyclopropane-1-carboxamide